C(C)(C)(C)OC(=O)C1=NC=C(C=C1)NC(CBr)=O 5-(2-bromoacetamido)pyridinecarboxylic acid tert-butyl ester